Cl.C1(=CC=CC=C1)C1([C@H]2CNC[C@@H]12)CNC(OCC1=CC=CC=C1)=O benzyl (((1R,5S,6s)-6-phenyl-3-azabicyclo[3.1.0]hexan-6-yl)methyl)carbamate hydrochloride